COC1=C(C=CC=C1C1=NN(C=N1)C)NC1=C(N=NC=C1)C(=O)NC 4-((2-methoxy-3-(1-methyl-1,2,4-triazol-3-yl)phenyl)amino)-N-methylpyridazine-3-carboxamide